CC(C[C@H](COCC#C)NC(OC(C)(C)C)=O)C tert-butyl (R)-(4-methyl-1-(prop-2-yn-1-yloxy)pentan-2-yl)carbamate